2'-chloro-N-{5-chloro-7-methyl-[1,3]thiazolo[5,4-d]pyrimidin-2-yl}-5'-methoxy-6-methyl-[4,4'-bipyridine]-3-carboxamide ClC1=NC=C(C(=C1)C1=C(C=NC(=C1)C)C(=O)NC=1SC=2N=C(N=C(C2N1)C)Cl)OC